C1(CCCC1)S(=O)(=O)C=1N=CC2=C(N1)C(CN(C2=O)CCCCCC(=O)N)(CCOCCOCCOCCOC)CCOCCOCCOCCOC 6-(2-(cyclopentylsulfonyl)-5-oxo-8,8-di(2,5,8,11-tetraoxatridecan-13-yl)-7,8-dihydropyrido[4,3-d]pyrimidin-6(5H)-yl)hexanamide